ClC=1C=C2C(=NC1O)C(=C(N2)C2=NC(=NN2)C(F)(F)F)N2C=NC=C2 6-chloro-3-(1H-imidazol-1-yl)-2-(3-(trifluoromethyl)-1H-1,2,4-triazol-5-yl)-1H-pyrrolo[3,2-b]pyridin-5-ol